2,3-dimethyl-pyrazino[1,2-a]pyrimidin-4-one CC=1N=C2N(C(C1C)=O)C=CN=C2